C(CCCCC=C(C(=O)N)C)C=C(C(=O)N)C pentylene-bis-methacrylamide